C(C)S(=O)(=O)C=1C(=NC=C(C(=O)NOCCSC)C1)C1=NN2C(C=C(C=C2)C(F)(F)F)=N1 5-ethylsulfonyl-N-(2-methylthioethoxy)-6-(7-trifluoromethyl-[1,2,4]triazolo[1,5-a]pyridin-2-yl)nicotinic acid amide